(S)-N-[2-(benzo[d]isoxazol-yl)benzylidene]-2-methylpropane-2-sulfinamide O1N=C(C2=C1C=CC=C2)C2=C(C=N[S@@](=O)C(C)(C)C)C=CC=C2